isocyanato-methoxy-silane N(=C=O)[SiH2]OC